COC=1C(=NC=C(C1)B1OC(C(O1)(C)C)(C)C)OCC1=CC(=NO1)C 5-[[3-methoxy-5-(4,4,5,5-tetramethyl-1,3,2-dioxaborolan-2-yl)-2-pyridyl]oxymethyl]-3-methyl-isoxazole